2-[(2-chloro-4-pyridinyl)oxymethyl]-6-(4-fluorophenyl)imidazo[1,2-a]pyrimidine ClC1=NC=CC(=C1)OCC=1N=C2N(C=C(C=N2)C2=CC=C(C=C2)F)C1